(2R)-2-acetamido-3-mercaptopropionic acid C(C)(=O)N[C@H](C(=O)O)CS